5-[(5-chloropyrimidin-2-yl)-hydroxy-methyl]-1-(3,4-difluorophenyl)pyrazole-3-carbonitrile ClC=1C=NC(=NC1)C(C1=CC(=NN1C1=CC(=C(C=C1)F)F)C#N)O